(+/-)-isopropyl (1S,3S)-3-((3-amino-5-(5-(((cyclopentyl(methyl)carbamoyl) oxy)methyl)-1-methyl-1H-pyrazol-4-yl)pyrazin-2-yl)oxy)cyclohexane-1-carboxylate NC=1C(=NC=C(N1)C=1C=NN(C1COC(N(C)C1CCCC1)=O)C)O[C@@H]1C[C@H](CCC1)C(=O)OC(C)C |r|